BrC=1C(=C2C(=CC1)C(N(CC21C(C1)(F)F)CC(=O)O)=O)F 2-[6-bromo-1',1',5-trifluoro-1-oxospiro[3H-isoquinolin-4,2'-cyclopropan]-2-yl]acetic acid